ClC=1N=C(C2=C(N1)C1=C(O2)C=CC=C1)C1=CC=CC=C1 2-chloro-4-phenylbenzofuro[3,2-d]Pyrimidine